C[C@@H]1CN(C[C@H]2N1CC=1C=CC(=CC1C2)N2CC1CNCCC1C2=O)C2=C1C=CC=NC1=C(C=C2)C#N 5-[(4R,11aS)-4-Methyl-9-(1-oxo-3a,4,5,6,7,7a-hexahydro-3H-pyrrolo[3,4-c]pyridin-2-yl)-1,3,4,6,11,11a-hexahydropyrazino[1,2-b]isochinolin-2-yl]chinolin-8-carbonitril